ClC1=C(C=CC(=C1)C(F)(F)F)NC(CN1C=2N(C(C(=C1CC)N1CC(NCC1)COC)=O)N=C(N2)C=2CCOCC2)=O N-(2-chloro-4-(trifluoromethyl)phenyl)-2-(2-(3,6-dihydro-2H-pyran-4-yl)-5-ethyl-6-(3-(methoxymethyl)piperazin-1-yl)-7-oxo-[1,2,4]triazolo[1,5-a]pyrimidin-4(7H)-yl)acetamide